(R)-1-(2-(trifluoromethyl)pyrimidin-5-yl)ethan-1-amine HCl Cl.FC(C1=NC=C(C=N1)[C@@H](C)N)(F)F